methyl 2-iso-propylaminothiophene-3-carboxylate C(C)(C)NC=1SC=CC1C(=O)OC